NC1=C(C=CC(=C1)C(=O)OC)C1CC2(CC(C2)(F)F)CCN1CC1=C2C=CN(C2=C(C=C1OC)C)C(=O)OC(C)(C)C tert-Butyl 4-((6-(2-amino-4-(methoxycarbonyl)phenyl)-2,2-difluoro-7-azaspiro[3.5]nonan-7-yl)methyl)-5-methoxy-7-methyl-1H-indole-1-carboxylate